tert-butyl-3-((5-trifluoromethyl-2-(4-(2-(pyrrolidin-1-yl)ethoxy)anilino)pyrimidin-4-yl)amino)benzenesulfonamide C(C)(C)(C)C1=C(C=CC=C1NC1=NC(=NC=C1C(F)(F)F)NC1=CC=C(C=C1)OCCN1CCCC1)S(=O)(=O)N